3,3-difluoro-3-(pyridin-2-ylsulfonyl)-propyl acetate C(C)(=O)OCCC(S(=O)(=O)C1=NC=CC=C1)(F)F